(3S,4R)-benzyl 3-ethyl-4-(1H-imidazole-1-carbonyl)pyrrolidine-1-carboxylate C(C)[C@@H]1CN(C[C@@H]1C(=O)N1C=NC=C1)C(=O)OCC1=CC=CC=C1